methyl-{[4-chloro-1-{3-[(chloromethyl)sulfanyl]pyridin-2-yl}-5-(6-fluoropyridin-3-yl)-1H-pyrazol-3-yl]oxy}(methoxy)acetate COC(C(OC)OC1=NN(C(=C1Cl)C=1C=NC(=CC1)F)C1=NC=CC=C1SCCl)=O